C(C)(C)(C)OC(=O)N1CC(C1)N1N=CC(=C1)C1=CC2=C(C(=N1)N1C([C@@]([C@@H](C1)C)(C1CC1)C#N)=O)SC=N2.S(=O)(=O)([O-])[O-].[NH4+].[NH4+] ammonium sulfat tert-butyl-3-(4-(4-((3R,4S)-3-cyano-3-cyclopropyl-4-methyl-2-oxopyrrolidin-1-yl)thiazolo[5,4-c]pyridin-6-yl)-1H-pyrazol-1-yl)azetidine-1-carboxylate